C(C1=CC=CC=C1)OC(=O)N1C[C@@H]([C@@H](C1)CC)C(CBr)=O.NCC1CC(CCC1)CN 1,3-Bis(aminomethyl)cyclohexane (3R,4S)-benzyl-3-(2-bromoacetyl)-4-ethylpyrrolidine-1-carboxylate